BrC1=CC2=C(C=CO2)C(=C1)CN1C[C@H](CCC1)C (S)-1-((6-Bromobenzofuran-4-yl)methyl)-3-methylpiperidine